ClC1=NC(=NC(=N1)Cl)OC(C)C 2,4-dichloro-6-isopropoxy-1,3,5-triazine